O1C(=CC=C1)CSCC=O 2-[(FURAN-2-YLMETHYL)SULFANYL]ACETALDEHYDE